FC=1C(=NC=CC1)N1N=C(C(=C1C=1C=NC(=CC1)F)C(F)(F)F)OC(C(=O)OC)OC Methyl {[1-(3-fluoropyridin-2-yl)-5-(6-fluoropyridin-3-yl)-4-(trifluoromethyl)-1H-pyrazol-3-yl]oxy}(methoxy)acetate